CC(CCCCC(CCCCCCCCCCCCC)O)O eicosane-2,7-diol